4-Chloro-N-(2'-(5-phenyl-1H-imidazol-2-yl)-3,4'-bipyridin-5-yl)benzamid ClC1=CC=C(C(=O)NC=2C=C(C=NC2)C2=CC(=NC=C2)C=2NC(=CN2)C2=CC=CC=C2)C=C1